NC=1C2=C(N=CN1)N(C=C2)[C@@H]2C=C([C@H]([C@H]2O)O)CCC=2C=CC(=C1CCNCC21)F (1S,2R,5R)-5-(4-amino-7H-pyrrolo[2,3-d]pyrimidin-7-yl)-3-(2-(5-fluoro-1,2,3,4-tetrahydroisoquinolin-8-yl)ethyl)cyclopent-3-ene-1,2-diol